N1=CC(=CC=C1)OOB(OO)O 3-pyridyldihydroxyboric acid